[Si](C)(C)(C(C)(C)C)OC[C@@]1([C@H]([C@@H]([C@@H](O1)N1C(NC(C(=C1)F)=O)=O)F)OC(C1=CC=CC=C1)(C1=CC=CC=C1)C1=CC=C(C=C1)OC)CO 1-((2R,3S,4R,5R)-5-(((tert-butyldimethylsilyl)oxy)methyl)-3-fluoro-5-(hydroxymethyl)-4-((4-methoxyphenyl)diphenylmethoxy)tetrahydrofuran-2-yl)-5-fluoropyrimidine-2,4(1H,3H)-dione